N-benzyl-Maleimide tert-butyl-dihexylacetate C(C)(C)(C)OC(C(CCCCCC)CCCCCC)=O.C(C1=CC=CC=C1)N1C(C=CC1=O)=O